3,4-dichlorobenzylsulfonyl chloride ClC=1C=C(CS(=O)(=O)Cl)C=CC1Cl